BrC1=CC(=C2CCN(CC2=C1)C(=O)[O-])C 7-bromo-5-methyl-3,4-dihydro-1H-isoquinoline-2-carboxylate